trifluoromethanesulfonic acid 3-oxo-benzo[d][1,3]oxathiolan-5-yl ester O=S1COC2=C1C=C(C=C2)OS(=O)(=O)C(F)(F)F